C(CCC)C1C(OC(OC1CCCCC)CCC1=CC=C(C=C1)C(C)(C)C)O (±)-5-butyl-2-(4-(tert-butyl)phenethyl)-6-pentyl-1,3-dioxan-4-ol